methoxy-4-methyl-[1,1'-biphenyl]-2-carbaldehyde COC1=C(C(=CC=C1C)C1=CC=CC=C1)C=O